COC1=CC=C(C=N1)C(CC(=O)O)C=1SC(=CN1)CCCC1=NC=2NCCCC2C=C1 3-(6-methoxypyridin-3-yl)-3-(5-(3-(5,6,7,8-tetrahydro-1,8-naphthyridin-2-yl)propyl)thiazol-2-yl)propionic acid